N[C@H](C(=O)OC)CC=1C=CC(=C2C=CC=NC12)C1=C(C=C(C=C1Cl)F)Cl Methyl (S)-2-amino-3-(5-(2,6-dichloro-4-fluorophenyl)quinolin-8-yl)propanoate